BrC=1C=C(C=CC1N=C=[Se])SC(F)(F)F (3-bromo-4-isoselenocyanatophenyl)(trifluoromethyl)sulfane